O(C1=CC=CC=C1)C1=CC=C(C(=O)NC(=N)N)C=C1 (4-Phenoxybenzoyl)guanidin